C[C@@]12CCCC=C2C(OC1=O)CS(=O)(=O)C1=CC=CC=C1 (7aS)-7a-methyl-3-((phenylsulfonyl)methyl)-5,6,7,7a-tetrahydroisobenzofuran-1(3H)-one